2,5-dihydroxy-terephthalic acid OC1=C(C(=O)O)C=C(C(=C1)C(=O)O)O